CN(C=C(C(=O)C1=NN=C(N1C)C(C(C(C(F)(F)F)(F)F)(F)F)(F)F)S(=O)(=O)CC)C 3-(dimethylamino)-2-(ethylsulfonyl)-1-(4-methyl-5-(nonafluorobutyl)-4H-1,2,4-triazol-3-yl)prop-2-en-1-one